3-[5-[1-[4-[(3R,5R)-5-[(5-chloro-1-methyl-6-oxo-pyridazin-4-yl)amino]-1-methyl-3-piperidyl]benzoyl]-4-piperidyl]-1-oxo-isoindolin-2-yl]piperidine-2,6-dione ClC1=C(C=NN(C1=O)C)N[C@@H]1C[C@@H](CN(C1)C)C1=CC=C(C(=O)N2CCC(CC2)C=2C=C3CN(C(C3=CC2)=O)C2C(NC(CC2)=O)=O)C=C1